C(C)(C)(C)OC(=O)NCCN(C1=C(C=C(C=C1)NC1=NC=2N(C(=C1)N(C(OC(C)(C)C)=O)C1CC1)N=CC2C#N)C[S@](=O)C)C |r| (±)-Tert-butyl (5-((4-((2-((tert-butoxycarbonyl)amino)ethyl)(methyl)amino)-3-((methylsulfinyl)methyl)phenyl)amino)-3-cyanopyrazolo[1,5-a]pyrimidin-7-yl)(cyclopropyl)carbamate